N-benzyl-2-{methyl[2-(pyridin-2-yl)-5H,6H,7H-cyclopenta[d]pyrimidin-4-yl]amino}acetamide C(C1=CC=CC=C1)NC(CN(C=1C2=C(N=C(N1)C1=NC=CC=C1)CCC2)C)=O